C(C)(C)(C)NC(C)(C)C di-tertiary butylamine